1-(4-(3-cyanobenzyl)benzyl)-1H-pyrazole-4-carboxamide C(#N)C=1C=C(CC2=CC=C(CN3N=CC(=C3)C(=O)N)C=C2)C=CC1